4-Fluoro-N-(5-((6-methoxy-7-(3-morpholinopropoxy)chinolin-4-yl)oxy)pyridin-2-yl)picolinamid FC1=CC(=NC=C1)C(=O)NC1=NC=C(C=C1)OC1=CC=NC2=CC(=C(C=C12)OC)OCCCN1CCOCC1